2-[5-(difluoromethoxy)pyrazin-2-yl]-4-[4-fluoro-2-(2,2,2-trifluoroethoxy)phenyl]-2,3-dihydro-1H-pyrrolo[3,4-c]pyridin-1-one FC(OC=1N=CC(=NC1)N1CC=2C(=NC=CC2C1=O)C1=C(C=C(C=C1)F)OCC(F)(F)F)F